N,N-dihydroxypropylaniline ON(C1=C(C=CC=C1)CCC)O